C(CCCCCCCCC)O[C@@H](CC(=O)O[C@@H]1[C@H]([C@H](CC[C@@H](C(=O)OCC2=CC=CC=C2)NC(C[C@@H](CCCCCCCCCCC)OCCCCCCCCCC)=O)O[C@@H]([C@H]1O)CO)NC(C[C@@H](CCCCCCCCCCC)OCCCCCCCCCC)=O)CCCCCCCCCCC benzyl 5,9-Anhydro-7-O-[(3R)-3-(decyloxy) tetradecanoyl]-2,6-bis{[(3R)-3-(decyloxy) tetradecanoyl] amino}-2,3,4,6-tetradeoxy-D-erythro-L-galacto-deconate